2-methyl-N-(oxolane-3-yl)-5-{[2-(trifluoromethyl)pyridin-3-yl]methoxy}-1-benzothiophene-3-carboxamide CC=1SC2=C(C1C(=O)NC1COCC1)C=C(C=C2)OCC=2C(=NC=CC2)C(F)(F)F